FC1=C(C(=O)OC)C=C(C(=C1)C)C=1C=C(C=2N(C1)C(=CN2)F)N2CCOCC2 methyl 2-fluoro-5-[3-fluoro-8-(morpholin-4-yl)imidazo[1,2-a]pyridin-6-yl]-4-methylbenzoate